1,1,2,3,3-pentafluoropropane FC(C(C(F)F)F)F